ClC=1C=CC(=C(C1)CC(CC(=O)OC)=O)[N+](=O)[O-] methyl 4-(5-chloro-2-nitrophenyl)-3-oxobutyrate